2-(2-(difluoromethoxy)-7-methylquinoxalin-5-yl)benzo[d]thiazole-7-carboxylic acid methyl ester COC(=O)C1=CC=CC=2N=C(SC21)C2=C1N=CC(=NC1=CC(=C2)C)OC(F)F